ClC1=CC=C(CN2C(N(C(C3=C2NC(=C3)C3=CC=C(C=C3)O)=O)CC)=O)C=C1 1-(4-chlorobenzyl)-3-ethyl-6-(4-hydroxyphenyl)-1,7-dihydro-2H-pyrrolo[2,3-D]pyrimidine-2,4(3H)-dione